docosatetraenoic acid triphenylammonium salt C1(=CC=CC=C1)[NH+](C1=CC=CC=C1)C1=CC=CC=C1.C(C=CC=CC=CC=CCCCCCCCCCCCCC)(=O)[O-]